FC=1C(=C(C=C2CCN(CC12)CCCN1CCN(CC1)C)O)N1CC(NS1(=O)=O)=O 5-{8-fluoro-6-hydroxy-2-[3-(4-methylpiperazin-1-yl)propyl]-1,2,3,4-tetrahydroisoquinolin-7-yl}-1λ6,2,5-thiadiazolidine-1,1,3-trione